trans-1-chloro-2,3,3-trifluoropropene ClC=C(C(F)F)F